FC1=CC=C(C=C1)C=1N=CN(C1C1=NC(=NC=C1)OC)C1CCC(CC1)O 4-[4-(4-fluorophenyl)-5-(2-methoxypyrimidin-4-yl)imidazol-1-yl]cyclohexan-1-ol